Quinolin-8-yl-(p-methylphenyl)methanone N1=CC=CC2=CC=CC(=C12)C(=O)C1=CC=C(C=C1)C